CS(=O)(=O)N1CCN(CC1)C1=CC2=CN(N=C2C=C1)C1=NC(=CC(=C1)O)C(F)(F)F 2-(5-(4-(Methylsulfonyl)piperazin-1-yl)-2H-indazol-2-yl)-6-(trifluoromethyl)pyridin-4-ol